ethyl 5-phenyl-4,5-dihydro-1,2-oxazole-3-carboxylate C1(=CC=CC=C1)C1CC(=NO1)C(=O)OCC